P(O)(O)(=O)N.[SiH4] silane phosphoramidate